ClC1=C(C=C(C=C1)[C@@H](CC(=O)O)C1CC1)NC[C@H]([C@H](C(F)(F)F)C)C1=CC=C2C=CC=NC2=C1 (S)-3-(4-chloro-3-((2R,3R)-4,4,4-trifluoro-3-methyl-2-(quinolin-7-yl)butanylamino)phenyl)-3-cyclopropylpropionic acid